Methyl 4-[(1S)-1-[[4-[3-(tetrahydropyran-4-ylmethoxy)phenyl]tetrahydropyran-4-carbonyl]amino]ethyl]benzoate O1CCC(CC1)COC=1C=C(C=CC1)C1(CCOCC1)C(=O)N[C@@H](C)C1=CC=C(C(=O)OC)C=C1